2-[4-[6-Chloro-1-(2,2-dimethylpropyl)-7-(2-fluorophenyl)-2-oxo-pyrido[2,3-d]pyrimidin-4-yl]-1-prop-2-enoyl-piperazin-2-yl]acetonitrile ClC1=CC2=C(N(C(N=C2N2CC(N(CC2)C(C=C)=O)CC#N)=O)CC(C)(C)C)N=C1C1=C(C=CC=C1)F